CN1CCN(CC1)C=1C=CC2=C(NC(=N2)NC2=NC=3CCCCC3C=C2)C1 N-(6-(4-methylpiperazin-1-yl)-1H-benzo[d]imidazol-2-yl)-5,6,7,8-tetrahydroquinolin-2-amine